9-(1-((6-chloro-2-(1-methyl-1H-1,2,4-triazol-3-yl)pyridin-3-yl)amino)ethyl)-4,7-dimethyl-3-(1-methylpyrrolidin-3-yl)-3,4-dihydro-5H-pyrazolo[3,4-c]isoquinolin-5-one ClC1=CC=C(C(=N1)C1=NN(C=N1)C)NC(C)C=1C=2C3=C(N(C(C2C=C(C1)C)=O)C)N(N=C3)C3CN(CC3)C